C(#N)C=1C(=NN(C1C1=CC(=C(C=C1)F)F)C1=NC=CC=C1)C(=O)O 4-Cyano-5-(3,4-difluorophenyl)-1-(pyridin-2-yl)-1H-pyrazole-3-carboxylic acid